1-(2-Hydroxy-3-methyl-butyl)-6-[3-(trifluoromethyl)phenyl]-3H-imidazo[4,5-b]pyridin-2-one OC(CN1C(NC2=NC=C(C=C21)C2=CC(=CC=C2)C(F)(F)F)=O)C(C)C